(3-isopropoxyphenyl)(pyridin-2-yl)methanone C(C)(C)OC=1C=C(C=CC1)C(=O)C1=NC=CC=C1